6-(4-((4-Chlorophenyl)(phenyl)methyl)piperazin-1-carbonyl)hexahydro-2H-pyrido[4,3-b][1,4]oxazin-3(4H)-on ClC1=CC=C(C=C1)C(N1CCN(CC1)C(=O)N1CC2C(OCC(N2)=O)CC1)C1=CC=CC=C1